ClC1=CN=C2N1N=C(C=C2)C=2N=C(C1=C(N2)NC=C1)C=1C=NN(C1)C (3-chloroimidazo[1,2-b]pyridazin-6-yl)-4-(1-methyl-1H-pyrazol-4-yl)-7H-pyrrolo[2,3-d]pyrimidine